C(C)OC(=O)C1=CC(=NN1CC1CCN(CC1)C1=CC=NC=C1)C1CC1 3-cyclopropyl-1-((1-(pyridin-4-yl)piperidin-4-yl)methyl)-1H-pyrazole-5-carboxylic acid ethyl ester